4-methoxy-2-morpholinobenzonitrile COC1=CC(=C(C#N)C=C1)N1CCOCC1